OC1=C(C=C(C(=C1)C(C)(C)C)O)C(C)(C)C 2,5-dihydroxy-1,4-di-tert.-butylbenzene